C(OC1CC(C1)C1=C(C=CC=C1F)F)(OC1=CC=C(C=C1)[N+](=O)[O-])=O 3-(2,6-difluorophenyl)cyclobutyl (4-nitrophenyl) carbonate